(1S,2S)-N-(8-amino-6-(5-fluoro-4-methylpyridin-3-yl)-2,7-naphthyridin-3-yl)-2-fluorocycloPropanecarboxamide NC=1N=C(C=C2C=C(N=CC12)NC(=O)[C@H]1[C@H](C1)F)C=1C=NC=C(C1C)F